2-(6-benzyl-pyridin-2-yl)quinazoline C(C1=CC=CC=C1)C1=CC=CC(=N1)C1=NC2=CC=CC=C2C=N1